CN(C(CN(CCC[C@H](C(C)C)N1CC2(C1)CN(CC2)C=2N=CN=NC2OC2=C(C(=O)N(C(C)C)CC)C=C(C=C2)F)C)=O)C (R)-2-((5-(2-(6-((2-(dimethylamino)-2-oxoethyl)(methyl)amino)-2-methylhex-3-yl)-2,6-diazaspiro[3.4]oct-6-yl)-1,2,4-triazin-6-yl)oxy)-N-ethyl-5-fluoro-N-isopropylbenzamide